(4aRS,9bRS)-2,2,4a,8-tetramethyl-4,4a,5,9b-tetrahydroindeno[1,2-d][1,3]dioxine CC1(OC[C@@]2([C@H](O1)C1=CC(=CC=C1C2)C)C)C |r|